N-(4,4-difluoro-1-methylpyrrolidin-3-yl)-2-methyl-5-((2-(trifluoromethyl)pyridin-3-yl)-methoxy)benzofuran-3-carboxamide FC1(C(CN(C1)C)NC(=O)C1=C(OC2=C1C=C(C=C2)OCC=2C(=NC=CC2)C(F)(F)F)C)F